methyl 2'-(4-methyl-4H-1,2,4-triazol-3-yl)-5-nitro-[1,1'-biphenyl]-3-carboxylate CN1C(=NN=C1)C1=C(C=CC=C1)C1=CC(=CC(=C1)[N+](=O)[O-])C(=O)OC